C=C1C=C2C=CC=CN2C1 2-methyleneindolizin